ClC1=CC=2C=C3CC(C(CN3C2N=C1)F)N1C(CCC1)=O 1-(3-chloro-8-fluoro-6,7,8,9-tetrahydropyrido[3,2-b]indolizin-7-yl)-2-oxopyrrolidin